1-(2-hydroxyethyl)piperazine 1-oxide OCC[N+]1(CCNCC1)[O-]